C(=O)O.ONC(=O)C=1SC2=C(C1)C=CC=C2 N-hydroxybenzothiophene-2-carboxamide formate